NC1=NN=C(O1)CN(C(C(OC1=C(C(=CC(=C1)F)F)C(C([2H])([2H])[2H])([2H])[2H])([2H])[2H])=O)CC1=C(C=C(C=C1)C#N)F N-[(5-amino-1,3,4-oxadiazol-2-yl)methyl]-N-[(4-cyano-2-fluoro-phenyl)methyl]-2,2-dideuterio-2-[3,5-difluoro-2-(1,1,2,2,2-pentadeuterioethyl)phenoxy]acetamide